CC1=CNC2=NC=CC(=C21)OC2=CC1=C(CCNCC1)C=C2 7-((3-methyl-1H-pyrrolo[2,3-b]pyridin-4-yl)oxy)-2,3,4,5-tetrahydro-1H-benzo[d]azepine